O1C=C(C=C1)C1=NC=NC(=C1C)N1CCC(CC1)OC=1C=NC(=CC1)OC 4-(furan-3-yl)-6-(4-((6-methoxypyridin-3-yl)oxy)piperidin-1-yl)-5-methylpyrimidine